C1(=CC=CC=C1)NCC1=CC=C(C=C1)NC(OC(C)(C)C)=O tert-butyl (4-((phenylamino)methyl)phenyl)carbamate